N-{3-[2-(2-cyano-2-methylideneethyl)-1-oxo-2,3-dihydro-1H-isoindol-4-yl]phenyl}-2-(dimethylamino)acetamide C(#N)C(CN1C(C2=CC=CC(=C2C1)C=1C=C(C=CC1)NC(CN(C)C)=O)=O)=C